[N+](=O)([O-])C1=CC=C(OP(=O)(OC2=CC=CC=C2)N[C@@H](C)C(=O)OCC(C)(C)C)C=C1 neopentyl ((4-nitrophenoxy)(phenoxy)phosphoryl)alaninate